CS(=O)C1=C(C#N)C(=CC(=N1)C1=CC=CC=C1)C1=CC=CC=C1 2-Methanesulfinyl-4,6-diphenyl-nicotinonitrile